COC=1C=C(CN2N=CC3=C(C2=O)N(C2=C3SC=N2)C)C=CC1 6-(3-Methoxybenzyl)-4-methyl-4,6-dihydro-5H-thiazolo[5',4':4,5]pyrrolo[2,3-d]pyridazin-5-one